5-oxo-5,6,7,8-tetrahydronaphthalen-2-yl trifluoromethanesulfonate FC(S(=O)(=O)OC1=CC=2CCCC(C2C=C1)=O)(F)F